O[C@@H]1[C@H](CCCC1)NC(=O)C=1C=CC(=C(C1)N1CC=CC(=C1)C1=CC(=CC=C1)OC(F)(F)F)C N-(5-{[(1S,2S)-2-hydroxycyclohexyl]carbamoyl}-2-methylphenyl)-5-[3-(trifluoromethoxy)phenyl]pyridine